trans-3-[3-(trifluoromethyl)pyrazin-2-yl]cyclobutanol FC(C=1C(=NC=CN1)[C@@H]1C[C@H](C1)O)(F)F